ClC1=C(C=CC=C1C1=C(C(=CC=C1)C1=CC=C2C(=N1)C(=C(N2)C=O)Cl)Cl)C2=CC=C(C(=N2)OC)CN(C(OC(C)(C)C)=O)C[C@H]2NC(CC2)=O tert-Butyl N-[[6-[2-chloro-3-[2-chloro-3-(3-chloro-2-formyl-1H-pyrrolo[3,2-b]pyridin-5-yl)phenyl]phenyl]-2-methoxy-3-pyridyl]methyl]-N-[[(2S)-5-oxopyrrolidin-2-yl]methyl]carbamate